3-(4-chlorophenyl)-2-phenylpropanenitrile ClC1=CC=C(C=C1)CC(C#N)C1=CC=CC=C1